FC=1C(=NC(=NC1)NC1=CC=C(C=C1)OCCOC)NC1=CC=C(C(=O)NN)C=C1 4-((5-fluoro-2-((4-(2-methoxyethoxy)phenyl)amino)pyrimidin-4-yl)amino)benzoyl-hydrazine